1,4-bis(4-carboxyphenyl)butadiyne C(=O)(O)C1=CC=C(C=C1)C#CC#CC1=CC=C(C=C1)C(=O)O